6-((2R,3S)-2-amino-3-fluorobutyl)-2-chloro-N-(furan-2-ylmethyl)-7-(prop-1-yn-1-yl)pyrrolo[2,1-f][1,2,4]triazin-4-amine N[C@H](CC=1C=C2C(=NC(=NN2C1C#CC)Cl)NCC=1OC=CC1)[C@H](C)F